NC1=NC=2C=NC(=CC2C2=C1COC2)C(=O)N2C(CCCC2)C=2C=C1C3(C(NC1=CC2)=O)CC3 5'-(1-(4-amino-1,3-dihydrofuro[3,4-c][1,7]naphthyridine-8-carbonyl)piperidin-2-yl)spiro[cyclopropane-1,3'-indolin]-2'-one